N[C@H]1CS(C2=C(N(C1=O)CC1=CC=C(C=C1)Cl)C=C(C(=C2)F)C2=NOC(=N2)C(C)(S(=O)(=O)C)C)(=O)=O (3R)-3-amino-5-[(4-chlorophenyl)methyl]-8-fluoro-7-[5-(1-methyl-1-methylsulfonyl-ethyl)-1,2,4-oxadiazol-3-yl]-1,1-dioxo-2,3-dihydro-1λ6,5-benzothiazepine-4-One